N[C@@H]1CN(C[C@@H]1F)CC(=O)NC(C=1C=NC=CC1)C1=CC(=C2C=CC=NC2=C1O)Cl 2-((3R,4S)-3-amino-4-fluoropyrrolidin-1-yl)-N-((5-chloro-8-hydroxyquinolin-7-yl)(pyridin-3-yl)methyl)acetamide